OC1(C(OC(C1O)CO)=O)C 3,4-dihydroxy-5-(hydroxymethyl)-3-methyl-dihydrofuran-2(3H)-one